FC1=C(C=CC=C1C[C@@H]1N(CC2(CC2)[C@@H]1NS(=O)(=O)C(F)F)C(=O)[C@@H]1OCC1)C1=CC(=CC=C1)F N-((6S,7S)-6-((2,3'-difluoro-[1,1'-biphenyl]-3-yl)methyl)-5-((R)-oxetane-2-carbonyl)-5-azaspiro[2.4]heptan-7-yl)-1,1-difluoromethanesulfonamide